[N+](=O)([O-])C1=C(C=CC(=C1)[N+](=O)[O-])NO N-(2,4-dinitrophenyl)hydroxylamine